CN1C[C@H]2[C@@H](CC1)CCN2C=2N=NC(=C1C2N=CC=C1)C1=C(C=C(C=C1)C(F)(F)F)O 2-(8-((3aS,7aR)-6-methyloctahydro-1H-pyrrolo[2,3-c]pyridin-1-yl)pyrido[2,3-d]pyridazin-5-yl)-5-(trifluoromethyl)phenol